(R)-1-cyclohexyl-ethylamine C1(CCCCC1)[C@@H](C)N